BisNorbornadiene Iridium (I) Tetrafluoroborate F[B-](F)(F)F.[Ir+].C12=CC=C(CC1)C2.C21=CC=C(CC2)C1